(R)-benzyl 3-amino-2-(((benzyloxy)carbonyl) amino)propanoate NC[C@H](C(=O)OCC1=CC=CC=C1)NC(=O)OCC1=CC=CC=C1